1-((2R,5S)-4-(6-chloro-2-(3-(dimethylamino)azetidin-1-yl)-8-fluoro-7-(6-methyl-1H-indol-7-yl)quinazolin-4-yl)-2,5-dimethylpiperazin-1-yl)prop-2-en-1-one ClC=1C=C2C(=NC(=NC2=C(C1C=1C(=CC=C2C=CNC12)C)F)N1CC(C1)N(C)C)N1C[C@H](N(C[C@@H]1C)C(C=C)=O)C